C(=O)(O)CCCC(=O)NCC=1C=CC(=NC1)C1=NN=C(N=N1)C1=CC=C(C=N1)CNC(=O)CCCC(=O)O 4-({[6-(6-{5-[(4-Carboxybutanamido)methyl]pyridin-2-yl}-1,2,4,5-tetrazin-3-yl)pyridin-3-yl]methyl}carbamoyl)butanoic acid